2-[(1Z)-1-{[4-(2-Amino-1H-imidazol-1-yl)phenyl]methylidene}-5-fluoro-2-methyl-1H-inden-3-yl]-N-hydroxyacetamide NC=1N(C=CN1)C1=CC=C(C=C1)\C=C/1\C(=C(C2=CC(=CC=C12)F)CC(=O)NO)C